1-(2-chloro-4,5-difluorophenyl)-1-(1-(2-methoxyethyl)-1H-pyrazol-4-yl)propan ClC1=C(C=C(C(=C1)F)F)C(CC)C=1C=NN(C1)CCOC